2,2,2-trifluoro-1-(3-(1-((2-methyl-6-morpholino-8,9-dihydro-7H-cyclopenta[h]quinazolin-4-yl)amino)ethyl)phenyl)ethan-1-one FC(C(=O)C1=CC(=CC=C1)C(C)NC1=NC(=NC2=C3C(=C(C=C12)N1CCOCC1)CCC3)C)(F)F